C12CN(CC(CC1)N2)C=2OC1=C(N2)C(=C(C=C1N1N=CC=C1)Cl)C(F)(F)F 2-(3,8-diazabicyclo[3.2.1]octan-3-yl)-5-chloro-7-(1H-pyrazol-1-yl)-4-(trifluoromethyl)benzo[d]oxazole